ClC=1C(=C(C=CC1)NC1=NC=NC2=CC(=C(C=C12)C1OC(NCC12CCNCC2)=O)OC)F (4-((3-chloro-2-fluorophenyl)amino)-7-methoxyquinazolin-6-yl)-2-oxa-4,9-diazaspiro[5.5]undecane-3-one